2-(2-(2-(1-(3,4-difluorophenyl)-6-oxopiperidin-2-yl)-5-(3,5-dimethylisoxazol-4-yl)-1H-benzo[d]imidazol-1-yl)thiazol-4-yl)acetic acid FC=1C=C(C=CC1F)N1C(CCCC1=O)C1=NC2=C(N1C=1SC=C(N1)CC(=O)O)C=CC(=C2)C=2C(=NOC2C)C